8-bromo-7-chloro-2-((2R,4S)-2-(2,5-difluorophenyl)-4-fluoropyrrolidin-1-yl)-1,5-naphthyridine BrC=1C(=CN=C2C=CC(=NC12)N1[C@H](C[C@@H](C1)F)C1=C(C=CC(=C1)F)F)Cl